4-((4-((2-(Dimethylphosphoryl)phenyl)amino)-5-(trifluoromethyl)pyrimidin-2-yl)amino)-N-((tetrahydro-2H-pyran-4-yl)oxy)benzamide CP(=O)(C)C1=C(C=CC=C1)NC1=NC(=NC=C1C(F)(F)F)NC1=CC=C(C(=O)NOC2CCOCC2)C=C1